C1N(C[C@@H]2[C@H]3CC[C@@H]([C@H]12)O3)C3C(CCC3)OC=3C=C1CN(C(C1=CC3)=O)C3C(NC(CC3)=O)=O 3-(5-((2-((3aR,4R,7S,7aS)-octahydro-2H-4,7-epoxyisoindol-2-yl)cyclopentyl)oxy)-1-oxoisoindolin-2-yl)piperidine-2,6-dione